C(#N)C1=C(C=CC=C1)C1=CC(=CC=C1)C(CC(=O)OC)NC([C@H](CC(C)C)N1C=NC2=CC=CC=C2C1=O)=O methyl 3-(2'-cyanobiphenyl-3-yl)-3-((S)-4-methyl-2-(4-oxoquinazolin-3(4H)-yl)pentanamido)propanoate